3-phenylpropa-2-ynal C1(=CC=CC=C1)C#CC=O